(1-(2-methylpyrimidin-4-yl)-3-(3-phenylpropyl)piperidin-3-yl)methanol CC1=NC=CC(=N1)N1CC(CCC1)(CCCC1=CC=CC=C1)CO